6-(METHYLCARBAMOYL)PYRIDIN-3-YLBORONIC ACID CNC(=O)C1=CC=C(C=N1)B(O)O